2-(4-(2-amino-3-methylquinolin-7-yl)-1-methyl-1H-pyrazol-5-yl)-4-chloro-6-cyclopropyloxy-3-fluorobenzonitrile NC1=NC2=CC(=CC=C2C=C1C)C=1C=NN(C1C1=C(C#N)C(=CC(=C1F)Cl)OC1CC1)C